rac-tert-butyl (3-((1S*,2S*)-2-(4-methylpyrimidin-2-yl)cyclopropyl)quinolin-6-yl)carbamate CC1=NC(=NC=C1)[C@@H]1[C@H](C1)C=1C=NC2=CC=C(C=C2C1)NC(OC(C)(C)C)=O |r|